C1(CC1)C1NCCNC1 2-cyclopropylpiperazin